FC=1C=C(C=CC1F)N=C=O 3,4-difluorophenylisocyanate